C(C)(SCC=1N=NN(N1)C)=O S-((2-methyl-2H-tetrazol-5-yl)methyl) ethanthioate